17-(4-ethyl-1,5-dimethyl-hexyl)-10,13-dimethyl-2,3,4,7,8,9,10,11,12,13,14,15,16,17-tetradecahydro-1H-cyclopenta[a]phenanthren-3-ol C(C)C(CCC(C)C1CCC2C3CC=C4CC(CCC4(C3CCC12C)C)O)C(C)C